C(#N)C1=C(N=C(S1)N(C1=C(N=C2SC(=NN21)N2CCC(CC2)C(=O)OC)CC)C)C2=CC=C(C=C2)F methyl 1-{5-[(5-cyano-4-(4-fluorophenyl)thiazol-2-yl) (methyl)amino]-6-ethylimidazo[2,1-b][1,3,4]thiadiazol-2-yl}piperidine-4-carboxylate